3-ethyl-5-hydroxy-[1,1'-biphenyl]-2-formaldehyde C(C)C1=C(C(=CC(=C1)O)C1=CC=CC=C1)C=O